Methyl (E)-2-[2-[[(E)-(3-cyclopropyl-1-methyl-prop-2-ynylidene) amino] oxymethyl]-phenyl]-3-methoxy-prop-2-enoate C1(CC1)C#C\C(\C)=N\OCC1=C(C=CC=C1)/C(/C(=O)OC)=C\OC